2-(9H-carbazol-9-yl)ethyl methacrylate C(C(=C)C)(=O)OCCN1C2=CC=CC=C2C=2C=CC=CC12